C(C)(C)(C)C1=NCCC2=C1SC(=N2)N t-Butyl-2-amino-6,7-dihydrothiazolo[5,4-c]pyridine